3-{4-[2,4-bis(trichloromethyl)-s-triazin-6-yl]thiophenyl}propionamide ClC(C1=NC(=NC(=N1)C(Cl)(Cl)Cl)SC1=CC=C(C=C1)CCC(=O)N)(Cl)Cl